(2R,3S)-1-(tert-butoxycarbonyl)-3-(piperidine-1-carbonyl)piperidine-2-carboxylic acid C(C)(C)(C)OC(=O)N1[C@H]([C@H](CCC1)C(=O)N1CCCCC1)C(=O)O